1,8-dimethoxypyrene COC1=CC=C2C=CC3=CC=C(C4=CC=C1C2=C34)OC